1-(6-(6-methoxypyridin-3-yl)quinolin-2-yl)piperidine-4-carboxylic acid COC1=CC=C(C=N1)C=1C=C2C=CC(=NC2=CC1)N1CCC(CC1)C(=O)O